bis[4-(4-morpholinyl)phenyl]methanol N1(CCOCC1)C1=CC=C(C=C1)C(O)C1=CC=C(C=C1)N1CCOCC1